C(C)(=O)C1=C(C2=C(N=C(N=C2)NC2=CC=C(C=N2)N2CCN(CC2)CC=2C=C(C=CC2)C2C(NC(CC2)=O)=O)N(C1=O)C1CCCC1)C 3-(3-((4-(6-((6-Acetyl-8-cyclopentyl-5-methyl-7-oxo-7,8-dihydropyrido[2,3-d]-pyrimidin-2-yl)amino)pyridin-3-yl)piperazin-1-yl)methyl)phenyl)piperidine-2,6-dione